C(C)(C)N1C=C(C2=C1N=CN=C2N)C2=CC=C(C=C2)OC2=CC=CC=C2 7-isopropyl-5-(4-phenoxyphenyl)-7H-pyrrolo[2,3-d]pyrimidin-4-amine